C(C)(C)(C)NC(C(F)(F)C1=CC(=C(N1C)C)C(=O)NC1=CC(=C(C=C1)F)C)=O 5-(2-(tert-butylamino)-1,1-difluoro-2-oxoethyl)-N-(4-fluoro-3-methylphenyl)-1,2-dimethyl-1H-pyrrole-3-carboxamide